8-[(4-fluoroindolin-1-yl)methyl]-N,N-dimethyl-2-[(2R)-2-methylmorpholin-4-yl]-4-oxo-chromene-6-carboxamide FC1=C2CCN(C2=CC=C1)CC=1C=C(C=C2C(C=C(OC12)N1C[C@H](OCC1)C)=O)C(=O)N(C)C